((5aS,6R,11bR)-14-(cyclopropylmethyl)-5a,10-dihydroxy-1,2,5,5a,6,7-hexahydro-6,11b-(epiminoethano)naphtho[1,2-d]azepin-3(4H)-yl)(pyridin-3-yl)methanone C1(CC1)CN1CC[C@]23CCN(CC[C@]2([C@H]1CC1=CC=C(C=C13)O)O)C(=O)C=1C=NC=CC1